N1N=NC2=C1N=CC=C2 1H-7-aza-benzotriazol